1-(3'-fluoro-5'H,7'H-spiro[cyclopropane-1,4'-thieno[2,3-c]pyran]-7'-yl)-N-methyl-methylamine FC1=CSC=2C(OCC3(C21)CC3)CNC